(S)-((2-(chloromethyl)-1-(oxetan-2-ylmethyl)-1H-benzo[d]imidazol-6-yl)sulfonyl)carbamate ClCC1=NC2=C(N1C[C@H]1OCC1)C=C(C=C2)S(=O)(=O)NC([O-])=O